COC=1C=C(CCNCC2=C(C=CC=C2)O)C=C(C1C(F)(F)F)OC 2-(((3,5-dimethoxy-4-(trifluoromethyl)phenethyl)amino)methyl)phenol